C(C(=C)C)(=O)OCCOC(CCC(=O)O)=O succinic acid-1-[2-(methacryloyloxy) ethyl] ester